ClC1=CC=C(C=C1)C1=CC(=CC=C1)C(=O)O 4'-chlorobiphenyl-3-carboxylic acid